BrCC1=CC=C(C=C1)C1=CC(=CC=C1)OC 4'-(bromomethyl)-3-methoxy-1,1'-biphenyl